ethylene glycol bis-mercapto-acetate SC(C(=O)OCCO)S